methyl 5,6-difluoro-1-methyl-1H-indole-2-carboxylate FC=1C=C2C=C(N(C2=CC1F)C)C(=O)OC